7-(2-Fluoro-6-methyl-phenyl)-N5-tetrahydropyran-4-yl-isoquinoline-3,5-diamine FC1=C(C(=CC=C1)C)C=1C=C(C=2C=C(N=CC2C1)N)NC1CCOCC1